O[C@@H]1[C@@H](CCCC1)NC=1N=NC(=C2C1C=NC=C2)C2=C(C=C(C=C2)OC(F)(F)F)O 2-[4-[[(1r,2s)-2-hydroxycyclohexyl]amino]pyrido[3,4-d]pyridazin-1-yl]-5-(trifluoromethoxy)phenol